3-cyclopropyl-N6-(pentan-3-yl)-N8-(pyridazin-3-ylmethyl)-[1,2,4]triazolo[4,3-b]pyridazine-6,8-diamine C1(CC1)C1=NN=C2N1N=C(C=C2NCC=2N=NC=CC2)NC(CC)CC